COC(=O)C1=CC=C(C=C1)[C@@H]1CC2(CCCO2)CCN1C(=O)OC(C)(C)C Tert-butyl (7S)-7-(4-(methoxycarbonyl)phenyl)-1-oxa-8-azaspiro[4.5]decane-8-carboxylate